tri(hexadecyl)phosphine oxide C(CCCCCCCCCCCCCCC)P(CCCCCCCCCCCCCCCC)(CCCCCCCCCCCCCCCC)=O